2-[4-(difluoromethoxy)benzenesulfonyl]-2H,4H,5H,6H-pyrrolo[3,4-c]pyrazole FC(OC1=CC=C(C=C1)S(=O)(=O)N1N=C2C(=C1)CNC2)F